2-methyl-4,6-bis[(octane-1-ylsulfanyl)methyl]phenol CC1=C(C(=CC(=C1)CSCCCCCCCC)CSCCCCCCCC)O